C(C1=CC=CC=C1)N(C(C)=O)\C(=C/C=C/[Si](C1=CC=CC=C1)(C)C)\C1=CC=CC=C1 N-Benzyl-N-((1Z,3E)-4-(dimethyl-(phenyl)silyl)-1-phenylbuta-1,3-dien-1-yl)acetamide